3-(2-(5-Cyclopropyl-3-(2-(trifluoromethoxy)phenyl)isoxazol-4-yl)-7-azaspiro[3.5]non-1-en-7-yl)-1-methyl-1H-pyrazolo[4,3-b]pyridin C1(CC1)C1=C(C(=NO1)C1=C(C=CC=C1)OC(F)(F)F)C1=CC2(C1)CCN(CC2)C2=NN(C=1C2=NC=CC1)C